N-octylbenzene-1,4-diamine C(CCCCCCC)NC1=CC=C(C=C1)N